(2S,3R)-2-amino-N-(3-chloro-2-fluorophenylmethyl)-3-hydroxybutanamide N[C@H](C(=O)NCC1=C(C(=CC=C1)Cl)F)[C@@H](C)O